COC(=O)C1=CC(=NN1C=1SC(=C(N1)C1=CC=C(C=C1)C(F)(F)F)C=C(C)C)C 3-methyl-1-(5-(2-methylprop-1-en-1-yl)-4-(4-(trifluoromethyl)phenyl)thiazol-2-yl)-1H-pyrazole-5-carboxylic acid methyl ester